3'-Bromo-9-phenyl-4,9'-bi-9H-carbazole BrC=1C=CC=2N(C3=CC=CC=C3C2C1)C1=CC=CC=2N(C3=CC=CC=C3C12)C1=CC=CC=C1